C1(CC1)S(=O)(=O)C1=CC=C(S1)S(=O)(=O)Cl 5-cyclopropylsulfonylthiophene-2-sulfonyl chloride